tert-butyl 6-[1-methyl-4-(1-methylindazol-5-yl)-5-(1-naphthyl)imidazol-2-yl]-2-azaspiro[3.3]heptane-2-carboxylate CN1C(=NC(=C1C1=CC=CC2=CC=CC=C12)C=1C=C2C=NN(C2=CC1)C)C1CC2(CN(C2)C(=O)OC(C)(C)C)C1